2-((4-bromothiophen-2-yl) methylene)-3-oxo-2,3-dihydrobenzofuran-6-yl acetate C(C)(=O)OC1=CC2=C(C(C(O2)=CC=2SC=C(C2)Br)=O)C=C1